FC=1C=C2C(=CC(=CC2=CC1)C1=C(N)C=CC=C1)OC 2-(6-fluoro-4-methoxynaphthalen-2-yl)aniline